[Si](C1=CC=CC=C1)(C1=CC=CC=C1)(C(C)(C)C)OC1=C(C(=CC=C1)F)C=1C(=CC2=C(N(CN=C2)C=2C(=NC=CC2C)C(C)C)N1)F 7-(2-((tert-butyldiphenylsilyl)oxy)-6-fluorophenyl)-6-fluoro-1-(2-isopropyl-4-methylpyridin-3-yl)pyrido[2,3-d]pyrimidine